C1(CC1)C=1C=CC=2N(C1)C=C(N2)CN2N=C(C(=C2C)C(=O)O)C 1-((6-cyclopropylimidazo[1,2-a]pyridin-2-yl)methyl)-3,5-dimethyl-1H-pyrazole-4-carboxylic acid